Cl.N1CC(C1)OC1=NC=C(C=C1)I 2-(Azetidin-3-yloxy)-5-iodo-pyridine Hydrochloride